NC1=NC=CC=C1C1=NC=2C(=NC(=CC2)C2=CC=CC=C2)N1C=1C=CC(=NC1C)NC(=O)C1CCC(CC1)C(=O)O (1r,4r)-4-((5-(2-(2-aminopyridin-3-yl)-5-phenyl-3H-imidazo[4,5-b]pyridin-3-yl)-6-methylpyridin-2-yl)carbamoyl)cyclohexane-1-carboxylic acid